N-{2-cyclopropyl-1-[3-fluoro-4-(propan-2-yl)phenyl]ethyl}-4-fluoro-1-[2-(1H-1,2,3-triazol-5-yl)acetyl]pyrrolidine-2-carboxamide C1(CC1)CC(C1=CC(=C(C=C1)C(C)C)F)NC(=O)C1N(CC(C1)F)C(CC1=CN=NN1)=O